2-methyl-4-[[4-(1-methyl-1H-benzimidazol-2-yl)-1-piperazinyl]carbonyl]-1(2H)-phthalazinone CN1C(C2=CC=CC=C2C(=N1)C(=O)N1CCN(CC1)C1=NC2=C(N1C)C=CC=C2)=O